CC1OC(CN(C1)C1=CC(=C(C=C1)NC=1C=CC2=C(OCC(N2C)=O)C1)C)C 7-((4-(2,6-Dimethylmorpholino)-2-methylphenyl)amino)-4-methyl-2H-benzo[b][1,4]oxazin-3(4H)-one